ClC=1C=C2C(=CC(=NC2=CC1)C1=CC=C(C=C1)C1=CC=C(C=C1)OCC)C(=O)O 6-chloro-2-(4'-ethoxy-[1,1'-biphenyl]-4-yl)quinoline-4-carboxylic acid